5-(N-(3-Aminophenethyl)sulfamoyl)-3-methylbenzofuran-2-carboxylic acid ethyl ester C(C)OC(=O)C=1OC2=C(C1C)C=C(C=C2)S(NCCC2=CC(=CC=C2)N)(=O)=O